FC(C1=NNC=C1NC=1N=CC2=C(N1)N(CC21CC1)[C@H]1C[C@@H](CCC1)O)F ((3-(difluoromethyl)-1H-pyrazol-4-yl)amino)-7'-((1R,3R)-3-hydroxycyclohexyl)spiro[cyclopropane-1,5'-pyrrolo[2,3-d]pyrimidin]